3-[(4-chloro-2-fluoro-phenyl)methoxy]-1H-1,2,4-triazole ClC1=CC(=C(C=C1)COC1=NNC=N1)F